CO[C@H]1CN(CC1)C1=CC=C(C=C1)C1=NC(=NO1)C1CN(CC1)C#N 3-(5-(4-((R)-3-methoxypyrrolidin-1-yl)phenyl)-1,2,4-oxadiazol-3-yl)pyrrolidine-1-carbonitrile